diphenylmethylene[(2,7-di-t-butylfluorenyl){(2-trimethylsilylmethylallyl)cyclopentadienyl}]zirconium dichloride [Cl-].[Cl-].C1(=CC=CC=C1)C(C1=CC=CC=C1)=[Zr+2]C1(C(=CC=C1)C1=C(C=CC=2C3=CC=C(C=C3CC12)C(C)(C)C)C(C)(C)C)CC(=C)C[Si](C)(C)C